C1(=CC=CC=C1)C1=NC(=CC(=C1)C=1C=C(C(=C(C1)C1=CC=CC=C1)C1=CC=CC=C1)C#N)C1=CC=CC=C1 5'-(2,6-diphenylpyridin-4-yl)-[1,1':2',1''-terphenyl]-3'-carbonitrile